7-(trifluoromethoxy)-quinazolin-2(1H)-one FC(OC1=CC=C2C=NC(NC2=C1)=O)(F)F